BrC=1C=C2C(CN(C(C2=CC1)=O)CC(=O)OC)(C)C methyl 2-(6-bromo-4,4-dimethyl-1-oxo-3H-isoquinolin-2-yl)acetate